2-[5-(5-chloro-2-fluoro-phenyl)-1H-imidazol-4-yl]-7-[1-(3-piperidyl)pyrazol-4-yl]-1,5-naphthyridine ClC=1C=CC(=C(C1)C1=C(N=CN1)C1=NC2=CC(=CN=C2C=C1)C=1C=NN(C1)C1CNCCC1)F